C=1N=CN2C(=NC=CC21)N imidazo[1,5-c]pyrimidin-5-amine